C(OCOC1=C2N(N=CC1=O)[C@H]([C@@H]1N(C2=O)CCC1)[C@H](C1=CC=CC=C1)C1=C(C(=CC=C1)F)F)(OCC)=O (((9aR,10S)-10-((R)-(2,3-difluorophenyl)(phenyl)methyl)-3,5-dioxo-3,5,8,9,9a,10-hexahydro-7H-pyrrolo[1',2':4,5]pyrazino[1,2-b]pyridazin-4-yl)oxy)methyl ethyl carbonate